1-(2,2,2-Trifluoroethyl)azepan-4-yl ((4-nitrophenoxy)(phenoxy)phosphoryl)-L-alaninate [N+](=O)([O-])C1=CC=C(OP(=O)(OC2=CC=CC=C2)N[C@@H](C)C(=O)OC2CCN(CCC2)CC(F)(F)F)C=C1